CN(CCCOC1=NC=C(C=C1NS(=O)(=O)N1CCNCC1)C1=CC=2C3=C(C=NC2C=C1)N(C(C31CCC1)=O)C)C N-(2-(3-(Dimethylamino)propoxy)-5-(3'-methyl-2'-oxo-2',3'-dihydrospiro[cyclobutane-1,1'-pyrrolo[2,3-c]quinolin]-8'-yl)pyridin-3-yl)piperazine-1-sulfonamide